C(C)OC(C)N1N=C(C2=C1SC(=C2)C(=O)OC)C2=CC(=NC=C2)C methyl 1-(1-ethoxyethyl)-3-(2-methylpyridin-4-yl)-1H-thieno[2,3-c]pyrazole-5-carboxylate